N,2'-Bis[(2S)-1,4-Dioxan-2-ylmethyl]-8'-methyl-2',5'-dihydrospiro[cyclobutan-1,4'-furo[2,3-g]indazol]-7'-carboxamid O1[C@H](COCC1)CNC(=O)C1=C(C2=C(CC3(C4=CN(N=C24)C[C@@H]2OCCOC2)CCC3)O1)C